C1=CC=CC=2C3=CC=CC=C3N(C12)C1=C(C=CC(=C1)N)C1=CC=CC=C1 (9H-carbazol-9-yl)-[1,1'-biphenyl]-4-amine